FC(C1=NN(C(=C1)C(F)F)CC(=O)N1CCC(CC1)C=1SC=C(N1)C1=NOC(C1)C1=C(C=CC=C1OCC#C)Cl)F 2-[3,5-Bis(difluoromethyl)-1H-pyrazol-1-yl]-1-[4-(4-{5-[2-chloro-6-(prop-2-yn-1-yloxy)phenyl]-4,5-dihydro-1,2-oxazol-3-yl}-1,3-thiazol-2-yl)piperidin-1-yl]ethanon